ethyl (tert-butoxycarbonyl)tryptophanate C(C)(C)(C)OC(=O)N[C@@H](CC1=CNC2=CC=CC=C12)C(=O)OCC